C(CCCCCCCCCCCCCCCCC)(=O)N(CCOP(OC[C@@H](CO)O)(=O)O)C(CCCCCCCCCCCCCCCCC)=O Distearoyl-sn-glycero-3-phosphorylethanolamine